4-(1-(2-methyl-1H-imidazol-1-yl)ethyl)benzoic acid CC=1N(C=CN1)C(C)C1=CC=C(C(=O)O)C=C1